2-((1R,4R)-4-aminocyclohexyl)isothiazolidine 1,1-dioxide NC1CCC(CC1)N1S(CCC1)(=O)=O